(3R*,4S*)-2-oxo-4-phenyl-pyrrolidine-3-carboxylic acid methyl ester COC(=O)[C@H]1C(NC[C@@H]1C1=CC=CC=C1)=O |o1:4,8|